1,4-dihydro-2-methyl-6-phenyl-4-(phenylethynyl)-3,5-pyridinedicarboxylic acid 3-ethyl-5-[(3-nitrophenyl)methyl] ester CCOC(=O)C1=C(NC(=C(C1C#CC2=CC=CC=C2)C(=O)OCC3=CC=C(C=C3)[N+](=O)[O-])C4=CC=CC=C4)C